(S)-3-(1-(5-acetamidopyridin-3-yl)pyrrolidin-3-yl)-4-methyl-N-(3-(trifluoromethyl)phenyl)benzamide C(C)(=O)NC=1C=C(C=NC1)N1C[C@@H](CC1)C=1C=C(C(=O)NC2=CC(=CC=C2)C(F)(F)F)C=CC1C